2-(2,6-dioxo-3-piperidyl)-5-[4-[4-[2-[(2S)-2-methylpiperazin-1-yl]ethyl]piperazine-1-carbonyl]-1-piperidyl]isoindoline-1,3-dione O=C1NC(CCC1N1C(C2=CC=C(C=C2C1=O)N1CCC(CC1)C(=O)N1CCN(CC1)CCN1[C@H](CNCC1)C)=O)=O